FC1=CC(=C(C=C1)C1=CC(=CC=C1)C=1OC2=C(N1)C=C(C=C2)CNCC(C)(O)C)C2=NN=CN2C 1-(((2-(4'-fluoro-2'-(4-methyl-4H-1,2,4-triazol-3-yl)-[1,1'-biphenyl]-3-yl)benzo[d]oxazol-5-yl)methyl)amino)-2-methylpropan-2-ol